N(=[N+]=[N-])C1=CC=C(C[C@H](N)C(=O)O)C=C1 4-Azido-L-phenylalanine